OC1=C(C=CC(=C1)OCC(COCCCCCCCC)O)C1=NC(=NC(=N1)C1=C(C=C(C=C1)C)C)C1=C(C=C(C=C1)C)C 2-[2-hydroxy-4-(2-hydroxy-3-octyloxypropoxy)phenyl]-4,6-bis(2,4-dimethylphenyl)-1,3,5-triazine